4-[Cyclohexyl-(4-fluorophenyl)methyl]piperazine C1(CCCCC1)C(N1CCNCC1)C1=CC=C(C=C1)F